BrC1=C(C=CC(=C1)N(C1=CC=C(C=C1)C(C)(C)C)C1=CC=C(C=C1)C(C)(C)C)C1=CC(=CC(=C1)C(C)C)C(C)C bromo-N,N-bis(4-(tert-butyl)phenyl)-3',5'-diisopropyl-[1,1'-biphenyl]-4-amine